C(C)(C)(C)OC(=O)N1C2CN(CC1CC2)C=2C1=C(N=C(N2)OC[C@H](C(C)C)CN2CCN(CC2)CC2=CC=CC=C2)C(=C(N=C1)Cl)F 3-(2-((R)-2-((4-benzylpiperazin-1-yl)methyl)-3-methylbutoxy)-7-chloro-8-fluoropyrido[4,3-d]pyrimidin-4-yl)-3,8-diazabicyclo[3.2.1]octane-8-carboxylic acid tert-butyl ester